5-amino-2-bromo-3-(hydroxymethyl)benzonitrile NC=1C=C(C(=C(C#N)C1)Br)CO